1H-pyrazole-5-carboxylic acid tert-butyl ester C(C)(C)(C)OC(=O)C1=CC=NN1